C(C)(C)(C)OC(NC1CCC(CC1)NS(=O)(=O)CC)=O ((1r,4r)-4-(ethylsulfonylamino)cyclohexyl)carbamic acid tert-butyl ester